ClC1=C(C=CC=C1)S(=O)(=O)NC(=O)NC1=NC(=NC(=N1)OC)C (2-chlorophenyl)sulfonyl-3-(4-methoxy-6-methyl-1,3,5-triazin-2-yl)urea